F[C@H]1CN(CC[C@H]1NC1=CC=CC=2N1N=C(C2SC(F)(F)F)C#CCNC2=C(C=C(C(=O)NC)C=C2)OC)C 4-{[3-(7-{[(3S,4R)-3-fluoro-1-methylpiperidin-4-yl]amino}-3-[(trifluoromethyl)sulfanyl]pyrazolo[1,5-a]pyridin-2-yl)prop-2-yn-1-yl]amino}-3-methoxy-N-methylbenzamide